C1(CC(C(CC1)C(C)C)OC(CNC(C)=O)=O)C N-acetylglycine menthyl ester